methyl 1-(1-(4-(1-(tert-butoxycarbonyl) azetidin-3-yl)-2-methylphenyl) ethyl)-piperidine-4-carboxylate C(C)(C)(C)OC(=O)N1CC(C1)C1=CC(=C(C=C1)C(C)N1CCC(CC1)C(=O)OC)C